OC1=C(C=C(C=CC=2C=C(C=C(C2CC=C(C)C)OC(C)C)O)C=C1)OC 3-(4-hydroxy-3-methoxystyryl)-5-isopropoxy-4-(3-methylbut-2-en-1-yl)phenol